tetra(octan-3-yl) 9,9',9'',9'''-((((5-((1-methylpiperidin-4-yl)carbamoyl)isophthaloyl) bis(azanediyl))bis(propane-3,1-diyl))bis(azanetriyl))tetranonanoate CN1CCC(CC1)NC(=O)C=1C=C(C=C(C(=O)NCCCN(CCCCCCCCC(=O)OC(CC)CCCCC)CCCCCCCCC(=O)OC(CC)CCCCC)C1)C(=O)NCCCN(CCCCCCCCC(=O)OC(CC)CCCCC)CCCCCCCCC(=O)OC(CC)CCCCC